ClC1=CC=C(CC2CN(C2)C=2C=C3C(=CC=NC3=CC2)C(=O)O)C=C1 6-(3-(4-chlorobenzyl)azetidin-1-yl)quinoline-4-carboxylic acid